S1C(=NN=C1)S(=O)(=O)CC(=O)C1=CC=C(C=C1)C1=NOC(=N1)C(F)(F)F 2-((1,3,4-thiadiazol-2-yl)sulfonyl)-1-(4-(5-(trifluoromethyl)-1,2,4-oxadiazol-3-yl)phenyl)ethan-1-one